2-({3',4'-difluoro-4-hydroxy-[1,1'-biphenyl]-3-yl}carbamoyl)-5-hydroxybenzene-1,4-dicarboxylic acid FC=1C=C(C=CC1F)C1=CC(=C(C=C1)O)NC(=O)C1=C(C=C(C(=C1)C(=O)O)O)C(=O)O